1,2-dichlorobenzene-d ClC1=C(C(=CC=C1)[2H])Cl